2,3-dimethyloxirane CC1OC1C